COC1=CC=C(C=C1)CN(C1=NC=CC=C1[C@@H](C)N(S(=O)C(C)(C)C)C)CC1=CC=C(C=C1)OC N-[(1R)-1-[2-[bis[(4-methoxyphenyl)methyl]amino]-3-pyridyl]ethyl]-N,2-dimethyl-propane-2-sulfinamide